NC1=NC=CC(=C1Cl)OC=1C=CC(=NC1)NC(=O)C1=NN(C=C(C1=O)C1=CC=C(C=C1)F)C(C)C N-(5-((2-amino-3-chloropyridin-4-yl)oxy)pyridin-2-yl)-5-(4-fluorophenyl)-1-isopropyl-4-oxo-1,4-dihydropyridazine-3-carboxamide